ClC1=CC=C2C(=C(NC2=C1C=1C(=NN(C1C)C)C)C(=O)NCC1CCC(CC1)C(=O)OCC)CCCOC1=CC(=C(C(=C1)C)Cl)C ethyl (1r,4r)-4-((6-chloro-3-(3-(4-chloro-3,5-dimethylphenoxy)propyl)-7-(1,3,5-trimethyl-1H-pyrazol-4-yl)-1H-indole-2-carboxamido)methyl)cyclohexane-1-carboxylate